3-(1-oxo-5-((4-(2-(thiophen-2-yl)benzyl)piperazin-1-yl)methyl)isoindolin-2-yl)piperidine O=C1N(CC2=CC(=CC=C12)CN1CCN(CC1)CC1=C(C=CC=C1)C=1SC=CC1)C1CNCCC1